succinic acid calcium salt [Ca+2].C(CCC(=O)[O-])(=O)[O-]